(1S,2R,4S)-N1-(2-Ethoxybenzyl)-2-fluoro-N4-((3-methyl-3H-imidazo[4,5-b]pyridin-6-yl)methyl)cyclohexane-1,4-diamine C(C)OC1=C(CN[C@@H]2[C@@H](C[C@H](CC2)NCC=2C=C3C(=NC2)N(C=N3)C)F)C=CC=C1